[Si](C1=CC=CC=C1)(C1=CC=CC=C1)(C(C)(C)C)OCCN1N=C(C=C1)CO (1-(2-((tert-butyldiphenylsilyl)oxy)ethyl)-1H-pyrazol-3-yl)methanol